CN1C2=CC=CC=C2N(C=2C=CC=CC12)C1=C(C=C(C(=C1)N1C=2C=CC=CC2N(C2=CC=CC=C12)C)N1C=2C=CC=CC2N(C2=CC=CC=C12)C)C1=CC(=CC=C1)C=1SC2=C(N1)C=CC=C2 2-(2',4',5'-tris(10-methylphenazin-5(10H)-yl)-[1,1'-biphenyl]-3-yl)benzo[d]thiazole